(2-Acetamido-5-(2-methoxyethoxy)pyridin-4-yl)carbamic acid tert-butyl ester C(C)(C)(C)OC(NC1=CC(=NC=C1OCCOC)NC(C)=O)=O